allyl N-[(3R)-5-[(4-chlorophenyl)methyl]-8-fluoro-7-(hydrazinecarbonyl)-4-oxo-2,3-dihydro-1,5-benzothiazepin-3-yl]carbamate ClC1=CC=C(C=C1)CN1C([C@H](CSC2=C1C=C(C(=C2)F)C(=O)NN)NC(OCC=C)=O)=O